tert-butyl 1-((methylamino) methyl)-3-trityl-3,8-diazabicyclo[3.2.1]octane-8-carboxylate CNCC12CN(CC(CC1)N2C(=O)OC(C)(C)C)C(C2=CC=CC=C2)(C2=CC=CC=C2)C2=CC=CC=C2